N-(5-((6-((R)-3-(4-chloro-3-fluorophenyl)-isoxazolidine-2-yl)pyrimidine-4-yl)amino)-2-(4-(4-cyclopropylpiperazine-1-yl)piperidine-1-yl)-4-methoxyphenyl)acrylamide ClC1=C(C=C(C=C1)[C@@H]1N(OCC1)C1=CC(=NC=N1)NC=1C(=CC(=C(C1)NC(C=C)=O)N1CCC(CC1)N1CCN(CC1)C1CC1)OC)F